O1CC(C1)C[Si](OC(C)C)(OC(C)C)OC(C)C (oxetan-3-yl)methyltri-isopropyl-oxysilane